8-bromo-1-ethyl-2-fluoronaphthalene BrC=1C=CC=C2C=CC(=C(C12)CC)F